3-(2,5-dimethoxyphenyl)-1-{(5r,8r)-8-[1-(2-hydroxyethyl)-4-pyrazolylamino]-2-aza-2-spiro[4.5]decyl}-1-propanone COC1=C(C=C(C=C1)OC)CCC(=O)N1CC2(CC1)CCC(CC2)NC=2C=NN(C2)CCO